S-(Pyrimidin-5-ylmethyl)ethanethiol N1=CN=CC(=C1)CSCC